tribenzyl-furylether C(C1=CC=CC=C1)C1=C(C(=C(O1)OC=1OC(=C(C1CC1=CC=CC=C1)CC1=CC=CC=C1)CC1=CC=CC=C1)CC1=CC=CC=C1)CC1=CC=CC=C1